N1N=CC2=CC(=CC=C12)NC1=NC(=NC=C1)C=1C=CC2=C(SC(=C2)C(=O)NC2=CC(=NC=C2)N(C)C)C1 6-(4-((1H-indazol-5-yl)amino)pyrimidin-2-yl)-N-{2-(dimethylamino)pyridin-4-yl}benzo[b]thiophene-2-carboxamide